4,6-dimethylpyrazolo[1,5-a]pyrazin-2-carboxylic acid CC=1C=2N(C=C(N1)C)N=C(C2)C(=O)O